FC(C(=O)O)(F)F.BrC=1C=C(C=C(C1)OC(F)(F)F)[C@H](CC(=O)OC)NC(CNC(=O)C1=CC(=C2C=NNC2=C1)NC=1NCC(CN1)F)=O methyl (3S)-3-(3-bromo-5-(trifluoromethoxy)phenyl)-3-(2-(4-((5-fluoro-1,4,5,6-tetrahydropyrimidin-2-yl)amino)-1H-indazole-6-carboxamido)acetamido)propanoate trifluoroacetate